CP(C1=C2N=CC=NC2=CC=C1NC=1C2=C(N=C(N1)NC=1C=C(C(=C3CCCOC13)N1CCC(CC1)N1CCOCC1)C=1C=NN(C1)C)NC=C2)(C)=O Dimethyl-(6-((2-((6-(1-methyl-1H-pyrazol-4-yl)-5-(4-morpholinopiperidin-1-yl)chroman-8-yl)amino)-7H-pyrrolo[2,3-d]pyrimidin-4-yl)amino)quinoxalin-5-yl)phosphine oxide